(4-(phenylazo)-1-naphthyl)azo-1H-perimidin C1(=CC=CC=C1)N=NC1=CC=C(C2=CC=CC=C12)C=1N(C=2C=CC=C3C=CC=C(N1)C23)N=NN2C=NC3=CC=CC1=CC=CC2=C31